(3S,4R)-3-fluoro-1-(4-((8-((2R,3S)-3-hydroxy-2-methylazetidin-1-yl)-5-isopropyl-2,7-naphthyridin-3-yl)amino)pyrimidin-2-yl)-4-methylpiperidin-4-ol F[C@H]1CN(CC[C@]1(O)C)C1=NC=CC(=N1)NC=1N=CC2=C(N=CC(=C2C1)C(C)C)N1[C@@H]([C@H](C1)O)C